N-(2-ethoxyethyl)acrylamide C(C)OCCNC(C=C)=O